C1(=CC=CC=C1)C=1C(=C(C(=C(C1)C1=CC=CC=C1)C=1[Se]C2=C(C1C1=C(C(=CC=3C4=CC=CC=C4CC13)C)C)C=CC=C2)C2=NN=NC=C2)C2=CC=CC=C2 diphenyltriazinyl[(dimethylfluorenyl)benzselenophenyl]biphenyl